C1(CCCC2=CC=CC=C12)C(=O)N 1-tetrahydronaphthalamide